N=1C=CN2N=C(C=CC21)N2CC=1C=CC=NC1CC2 6-(imidazo[1,2-b]pyridazin-6-yl)-7,8-dihydro-5H-1,6-naphthyridine